2-((2-(methyl-(undecylamino)ethyl)disulfanyl)ethyl)octadecan-1-amine CC(CSSCCC(CN)CCCCCCCCCCCCCCCC)NCCCCCCCCCCC